trans-4-{4-[3-(4-Trifluoromethoxy-phenyl)-ureido]-cyclohexyloxyl}-benzoic acid FC(OC1=CC=C(C=C1)NC(N[C@@H]1CC[C@H](CC1)OC1=CC=C(C(=O)O)C=C1)=O)(F)F